N-{4-[1-(propylcarbamoyl)cyclobutyl]phenyl}bicyclo[4.2.0]octa-1,3,5-triene-7-carboxamide C(CC)NC(=O)C1(CCC1)C1=CC=C(C=C1)NC(=O)C1C2=CC=CC=C2C1